diethyl (4-fluoro-3-nitrobenzyl)phosphonate FC1=C(C=C(CP(OCC)(OCC)=O)C=C1)[N+](=O)[O-]